C(CCCCC(C)C)[Ti](OCC(=O)C(C(C)=O)C(C)=O)CCCCCC(C)C diisooctyl-diacetylacetonyloxytitanium